5,5,5-trifluoro-N1-(4-fluorophenyl)pentane-1,2-diamine FC(CCC(CNC1=CC=C(C=C1)F)N)(F)F